(2-aminoethyl-3-aminopropyl)triethoxysilane NCCC(CC[Si](OCC)(OCC)OCC)N